ClC1=CC(=C(N=N1)OC1=CC(=CC=C1)C(F)(F)F)C#N 6-chloro-3-[3-(trifluoromethyl)phenoxy]pyridazine-4-carbonitrile